2-(N-Ethylperfluorooctanesulfonamido)ethyl methacrylate C(C(=C)C)(=O)OCCN(S(=O)(=O)C(C(C(C(C(C(C(C(F)(F)F)(F)F)(F)F)(F)F)(F)F)(F)F)(F)F)(F)F)CC